Methyl (S)-7-((3-cyano-4-fluorophenyl)carbamoyl)-6-methyl-5,6,7,8-tetrahydroimidazo[1,5-a]pyrazine-1-carboxylate C(#N)C=1C=C(C=CC1F)NC(=O)N1CC=2N(C[C@@H]1C)C=NC2C(=O)OC